tert-butyl 2-(3,5-difluorophenoxy)-6-azaspiro[3.5]nonane-6-carboxylate FC=1C=C(OC2CC3(C2)CN(CCC3)C(=O)OC(C)(C)C)C=C(C1)F